CCCCCCCCCCCCCCOCC(=O)COP(=O)([O-])[O-] The molecule is a 1-alkylglycerone 3-phosphate(2-) obtained by deprotonation of the phosphate OH groups of 1-tetradecylglycerone 3-phosphate; major species at pH 7.3. It is a conjugate base of a 1-tetradecylglycerone 3-phosphate.